tert-butyl (R)-(1-(2-((6-amino-9H-purin-9-yl)methyl)-5-chloro-3-(2,3-dihydrobenzofuran-5-yl)phenyl)-3-(cyclopropylcarbamoyl)pyrrolidin-3-yl)carbamate NC1=C2N=CN(C2=NC=N1)CC1=C(C=C(C=C1C=1C=CC2=C(CCO2)C1)Cl)N1C[C@](CC1)(C(NC1CC1)=O)NC(OC(C)(C)C)=O